4-butyl-1-(4-fluoro-3-methoxyphenyl)-3-(4-fluorophenyl)-N-(5-hydroxy-4,4-dimethylpentyl)-5-methyl-4,5-dihydro-1H-pyrazole-5-carboxamide C(CCC)C1C(=NN(C1(C(=O)NCCCC(CO)(C)C)C)C1=CC(=C(C=C1)F)OC)C1=CC=C(C=C1)F